N-(4-(2-(2-aminopyridin-3-yl)-5-phenyl-3H-imidazo[4,5-b]pyridin-3-yl)benzyl)-4-(3-cyano-5-hydroxy-1H-pyrazol-1-yl)benzamide NC1=NC=CC=C1C1=NC=2C(=NC(=CC2)C2=CC=CC=C2)N1C1=CC=C(CNC(C2=CC=C(C=C2)N2N=C(C=C2O)C#N)=O)C=C1